[Zn].O1CCN(CC1)C(COCCOCCO)O morpholinotriethylene glycol zinc